6-(3,6-dihydro-2H-pyran-4-yl)-4-(5-(6-((6-hydroxypyridin-3-yl)methyl)-3,6-diazabicyclo[3.1.1]heptan-3-yl)pyrazin-2-yl)pyrazolo[1,5-a]pyridine-3-carbonitrile O1CCC(=CC1)C=1C=C(C=2N(C1)N=CC2C#N)C2=NC=C(N=C2)N2CC1N(C(C2)C1)CC=1C=NC(=CC1)O